2-dimethylaminoethyl-(trimethoxy)silane CN(CC[Si](OC)(OC)OC)C